Cl.COC([C@@H](C1=CC=CC=C1)N)=O (2R)-2-amino-2-phenylacetic acid methyl ester hydrochloride